(R)-2-(benzyloxy)-3,3,3-trifluoro-2-methylpropanal C(C1=CC=CC=C1)O[C@](C=O)(C(F)(F)F)C